SC(C(=O)O)(C)C α-mercaptoisobutyric acid